CN(CC(=O)NCCC=1C=C(NC=2C(=NC=CN2)C(=O)N)C=CC1)C(C=C)=O 3-[3-[2-[[2-[methyl(prop-2-enoyl)amino]acetyl]amino]ethyl]anilino]pyrazine-2-carboxamide